C1(CC1)OC1=C(N=NC=C1)C(=O)NC1=CC(=C(C(=C1)F)OC1=CC=NC2=CC(=C(C=C12)OC)OC)F 4-cyclopropoxy-N-(4-((6,7-dimethoxyquinolin-4-yl)oxy)-3,5-difluorophenyl)pyridazine-3-carboxamide